5-ethyl-6-(8-(4-ethylphenyl)oct-1-en-1-yl)piperazin-2-one tert-butyl-5-(4,4,5,5-tetramethyl-1,3,2-dioxaborolan-2-yl)indoline-1-carboxylate C(C)(C)(C)OC(=O)N1CCC2=CC(=CC=C12)B1OC(C(O1)(C)C)(C)C.C(C)C1NCC(NC1C=CCCCCCCC1=CC=C(C=C1)CC)=O